[V].[Cu].[Ag] silver-copper-vanadium